(7S,8aR)-7-(3-amino-4-(4-aminophenyl)-1-methyl-1H-indazol-6-yl)hexahydroindolizin-3(2H)-one NC1=NN(C2=CC(=CC(=C12)C1=CC=C(C=C1)N)[C@H]1CCN2C(CC[C@@H]2C1)=O)C